Butanoic acid, 3-oxo-2-[(1-oxo-2-propen-1-yl)oxy]ethyl ester C(CCC)(=O)OCCOC(C=C=O)=O